C12C(C(C(C=C1)C2)C(=O)O)C(=O)O 5-norbornene-2,3-dicarboxylic acid